ClC=1C=C2CN(CN(C2=CC1Cl)C1CCNCC1)CCN1CCOCC1 6,7-dichloro-3-(2-morpholinoethyl)-1-(piperidin-4-yl)-3,4-dihydroquinazolin